(5,5-dimethyl-7-(6-morpholinopyridin-3-yl)-6,7-dihydro-5H-pyrrolo[2,3-d]pyrimidin-2-yl)methanol CC1(CN(C=2N=C(N=CC21)CO)C=2C=NC(=CC2)N2CCOCC2)C